tert-butyl ((tert-butoxycarbonyl)oxy)((4-cyanothiophen-2-yl)methyl)carbamate C(C)(C)(C)OC(=O)ON(C(OC(C)(C)C)=O)CC=1SC=C(C1)C#N